CS(=O)(=O)C=1C=C(C=CC1)NC=1C=C(NCC1C1OCCC1)N N4-(3-methanesulfonylphenyl)-5-(oxolan-2-yl)-1,6-dihydropyridine-2,4-diamine